NC1=CC(=C(C(=C1)C(C)(C)C)O)C(C)(C)C 4-amino-2,6-di-t-butylphenol